N=1C=CN2C1C=CC(=C2)C=2C=NC=1CCN(CC1C2)C=2C(=CC=1N(N2)C(C=CN1)=O)C 7-(3-(imidazo[1,2-a]pyridin-6-yl)-7,8-dihydro-1,6-naphthyridin-6(5H)-yl)-8-methyl-4H-pyrimido[1,2-b]pyridazin-4-one